4-(5-(4-Aminopiperidin-1-yl)-8-(3-(benzyloxy)-4-methylphenyl)imidazo[1,2-c]pyrimidin-7-yl)-2-fluorobenzonitrile NC1CCN(CC1)C1=NC(=C(C=2N1C=CN2)C2=CC(=C(C=C2)C)OCC2=CC=CC=C2)C2=CC(=C(C#N)C=C2)F